N1(CCC1)CCCCOC1=CC=2N(C=C1)C(=CN2)C2=CC(=NC=N2)NCC2=CC=C(C=C2)C=2C=NN(C2)C {6-[7-(4-azetidin-1-yl-butoxy)-imidazo[1,2-a]pyridin-3-yl]-pyrimidin-4-yl}-[4-(1-methyl-1H-pyrazol-4-yl)-benzyl]-amine